((4R,5R)-5-(2-methylphenyl)-2,2-diethyl-1,3-dioxolan-4-yl)methyl sulfamate S(N)(OC[C@H]1OC(O[C@@H]1C1=C(C=CC=C1)C)(CC)CC)(=O)=O